tert-Butyl 3-(2-bromo-4-methylthiazole-5-carboxamido)azetidine-1-carboxylate BrC=1SC(=C(N1)C)C(=O)NC1CN(C1)C(=O)OC(C)(C)C